CC=1N=C(N=NC1C1=C(C=C(C=C1)C(F)(F)F)O)N1[C@H]2[C@@H](CCC1)CN(C2)C 2-(5-methyl-3-((4aS,7aS)-6-methyloctahydro-1H-pyrrolo[3,4-b]pyridin-1-yl)-1,2,4-triazin-6-yl)-5-(trifluoromethyl)phenol